COC1=C(C=C(C=C1)C1=NC(=CC=C1)C1=C(C=C(C=C1)OC)OC)O 2-methoxy-5-(6-(2,4-dimethoxyphenyl)-2-pyridyl)phenol